C(C)(C)(C)OC(=O)N1[C@@H]2COC[C@H]1[C@@H]([C@@H](C2)N(C)C=2N=NC(=CC2)Cl)F |r| rac-(1S,5S,6R,7R)-7-((6-chloropyridazin-3-yl)(methyl)amino)-6-fluoro-3-oxa-9-azabicyclo[3.3.1]nonane-9-carboxylic acid tert-butyl ester